CP(C(C)CCCCC)C(C)CCCCC methyl-bis-(2-heptyl)phosphine